CC=1N(C2=CC=CC=C2C1)CCCC 2-methyl-1-butylindole